CC1=C2C(=[N+](C(=C1)NC1=NC=NC(=C1)NC=1C=NC=CC1)[O-])C1(NC2=O)CCCCC1 4'-methyl-5'-oxo-2'-((6-(pyridin-3-ylamino)pyrimidin-4-yl)amino)-5',6'-dihydrospiro[cyclohexane-1,7'-pyrrolo[3,4-b]pyridine] 1'-oxide